BrC=1C=C2C(=CN(C2=CC1)C)C(=O)O 5-bromo-1-methyl-1H-indole-3-carboxic acid